(S*)-N5-cyclopropyl-1-(2-methoxy-1-phenylethyl)-N3-methyl-2-oxo-1,2-dihydropyridine-3,5-dicarboxamide C1(CC1)NC(=O)C=1C=C(C(N(C1)[C@H](COC)C1=CC=CC=C1)=O)C(=O)NC |o1:12|